C1CC(CC12CCNCC2)N2CC1(COC1)C2 6-(8-azaspiro[4.5]decan-3-yl)-2-oxa-6-azaspiro[3.3]heptane